2,7-bis[2-(dipropylamino)-ethoxy]-carbazole dihydrochloride Cl.Cl.C(CC)N(CCOC1=CC=2NC3=CC(=CC=C3C2C=C1)OCCN(CCC)CCC)CCC